N-(trans-3-morpholinocyclobutyl)-5-(trifluoromethyl)-3-azabicyclo[3.1.0]hexane-1-carboxamide O1CCN(CC1)[C@@H]1C[C@H](C1)NC(=O)C12CNCC2(C1)C(F)(F)F